4-(4-(tert-butyl)naphthalen-2-yl)-2-chloro-1-methyl-1H-imidazo[4,5-c]Pyridine C(C)(C)(C)C1=CC(=CC2=CC=CC=C12)C1=NC=CC2=C1N=C(N2C)Cl